4-((2-(4-amino-4-propylpiperidin-1-yl)pyrido[2,3-b]pyrazin-6-yl)thio)-3-chloropyridin-2-amine NC1(CCN(CC1)C=1N=C2C(=NC1)N=C(C=C2)SC2=C(C(=NC=C2)N)Cl)CCC